Cl.N1N=NN=C1C1=CC=C(CN2CCC(CC2)(CCC2=CC=CC=C2)COCC)C=C1 1-(4-(1H-tetrazol-5-yl)benzyl)-4-(ethoxymethyl)-4-phenethylpiperidine HCl salt